(3S)-3-methyl-hexahydropyrazine-1-carboxylic acid tert-butyl ester C(C)(C)(C)OC(=O)N1C[C@@H](NCC1)C